CN1N=CC=C1N[C@H](C)C(=O)N (1-methyl-1H-pyrazol-5-yl)-D-alaninamide